FC1=CC=C(C=C1)S(=O)(=O)NCCNC1=NC=CC(=N1)C1=C(N=C2SC=CN21)C2=CC(=CC=C2)OC 4-fluoro-N-(2-((4-(6-(3-methoxyphenyl)imidazo[2,1-b]thiazol-5-yl)pyrimidin-2-yl)amino)ethyl)benzenesulfonamide